(R)-N-((6-(3-((cyclobutylmethyl)amino)piperidin-1-yl)pyridazin-3-yl)methyl)-4-oxo-4H-pyrido[1,2-a]pyrimidine-2-carboxamide C1(CCC1)CN[C@H]1CN(CCC1)C1=CC=C(N=N1)CNC(=O)C=1N=C2N(C(C1)=O)C=CC=C2